1-pyridin-3-yl-3-[trans-(7RS,9RS)-3-cyclopropyl-5-(2-methylpropylsulfamoyl)-7-(pyridin-3-ylcarbamoylamino)-8,9-dihydro-7H-cyclopenta[H]isoquinolin-9-yl]thiourea N1=CC(=CC=C1)NC(=S)N[C@@H]1C[C@H](C2=CC(=C3C=C(N=CC3=C21)C2CC2)S(NCC(C)C)(=O)=O)NC(NC=2C=NC=CC2)=O |r|